COC1=CC=2N(C=C1SC(CN1N=CC=C1)(C)C)C=CN2 7-methoxy-6-((2-methyl-1-(1H-pyrazol-1-yl)propan-2-yl)thio)imidazo[1,2-a]pyridine